2-(aminomethyl)indole hydrochloride Cl.NCC=1NC2=CC=CC=C2C1